tert-butyl (1-(4-(3-(4-methyl-5-(2-(methylamino)pyrimidin-4-yl)thiazol-2-yl)ureido)-2-(trifluoromethyl)benzyl)piperidin-4-yl)carbamate CC=1N=C(SC1C1=NC(=NC=C1)NC)NC(NC1=CC(=C(CN2CCC(CC2)NC(OC(C)(C)C)=O)C=C1)C(F)(F)F)=O